COC1=C(C=C2C=CC(=NC2=C1)C)C1=CN=C(O1)[C@H](CCCCCC(CC)=O)NC(=O)[C@@H]1CC12CN(C2)C (R)-N-((S)-1-(5-(7-Methoxy-2-methylchinolin-6-yl)oxazol-2-yl)-7-oxononyl)-5-methyl-5-azaspiro[2.3]hexan-1-carboxamid